C(C=C)(=O)OC(C(C(C(C(C(C(C(F)(F)F)(F)F)(F)F)(F)F)(F)F)(F)F)(F)F)(F)F perfluorooctyl acrylate